NC1=NC(=C(C=C1C=1C=C2CC(NC(C2=CC1)=O)CN(C)C)C1=CC=C(C=C1)Cl)F 6-(2-amino-5-(4-chlorophenyl)-6-fluoropyridin-3-yl)-3-((dimethylamino)methyl)-3,4-dihydroisoquinolin-1(2H)-one